BrC1=CC(=C(C(=O)NC(NC2=C(C=CC=C2)C)=O)C(=C1)F)F 4-Bromo-2,6-difluoro-N-((o-tolyl)carbamoyl)benzamide